((1S,2S)-2-(hydroxymethyl)-4-methylenecyclohexyl) carbamate C(N)(O[C@@H]1[C@@H](CC(CC1)=C)CO)=O